pentaerythritol tetra[beta-(3,5-di-tert-butyl-4-hydroxy-phenyl) propionate] C(C)(C)(C)C=1C=C(C=C(C1O)C(C)(C)C)CCC(=O)OCC(COC(CCC1=CC(=C(C(=C1)C(C)(C)C)O)C(C)(C)C)=O)(COC(CCC1=CC(=C(C(=C1)C(C)(C)C)O)C(C)(C)C)=O)COC(CCC1=CC(=C(C(=C1)C(C)(C)C)O)C(C)(C)C)=O